CC1=C(C=C(C=C1)NS(=O)(=O)C1=CC(=CC=C1)C(F)(F)F)C1=CC2=C(N=C(N=C2)NC)N2C1=NCC2 N-(4-methyl-3-(2-(methylamino)-8,9-dihydroimidazo[1',2':1,6]pyrido[2,3-d]pyrimidin-6-yl)phenyl)-3-(trifluoromethyl)benzenesulfonamide